NC1CN(CC1)CN1C=CC=2C1=CN=C(C2C2(C(C#N)C=CC=C2)F)C2=C(C=C(C(=C2)C)C)C 2-((3-aminopyrrolidin-1-yl)methyl-5-(2,4,5-trimethylphenyl)-1H-pyrrolo[2,3-c]pyridin-4-yl)-2-fluorobenzonitrile